[Br-].CN1C(C(NCC1)=O)=O methyl-diketopiperazine bromide